Tert-butyl (R)-(1-(6-methoxy-5-(3-methoxypropoxy)pyridin-3-yl)-3-methyl-1-oxobutan-2-yl)carbamate COC1=C(C=C(C=N1)C([C@@H](C(C)C)NC(OC(C)(C)C)=O)=O)OCCCOC